O(CCN)CCN 2,2'-oxybis(ethylamine)